N1=CN=CC2=C1N(C=C2)C(=O)NN Pyrrolo[2,3-d]Pyrimidine-7-carbohydrazide